FC(C1CCC=2N(C1)C=C(N2)C=O)(F)F 6-(trifluoromethyl)-5,6,7,8-tetrahydroimidazo[1,2-a]pyridine-2-carboxaldehyde